(1R,2R,3R,5S)-N-((1-Cycloheptyl-1H-benzo[d]imidazol-2-yl)methyl)-2,6,6-trimethylbicyclo[3.1.1]heptan-3-amine C1(CCCCCC1)N1C(=NC2=C1C=CC=C2)CN[C@H]2[C@@H]([C@@H]1C([C@H](C2)C1)(C)C)C